COC1=CC=C(C=C1)CN1C2CC(C(C1C(=O)OC)C)C2 TRANS-methyl 2-[(4-methoxyphenyl)methyl]-4-methyl-2-azabicyclo[3.1.1]heptane-3-carboxylate